methyl (S)-3-(3-aminophenyl)-3-(5-(4-(trifluoromethyl)phenyl)-1,2,3,4-tetrahydroisoquinoline-2-carboxamido)propanoate NC=1C=C(C=CC1)[C@H](CC(=O)OC)NC(=O)N1CC2=CC=CC(=C2CC1)C1=CC=C(C=C1)C(F)(F)F